(R)-2-(4-((1-Methylpiperidin-3-yl)amino)phthalazin-1-yl)-5-((trimethylsilyl)ethynyl)phenol CN1C[C@@H](CCC1)NC1=NN=C(C2=CC=CC=C12)C1=C(C=C(C=C1)C#C[Si](C)(C)C)O